(S)-hexahydroimidazo[1,5-a]pyrazin-3(2H)-one trifluoroacetate FC(C(=O)O)(F)F.C1NC(N2[C@H]1CNCC2)=O